L-Threoninamide HCl Cl.N[C@@H]([C@H](O)C)C(=O)N